C(C)OC(=O)C1(C(CN(CC1)C1=NC=CC(=N1)C#N)=O)F 1-(4-cyanopyrimidin-2-yl)-4-fluoro-3-oxo-piperidine-4-carboxylic acid ethyl ester